C(C)(=O)N[C@H](CC(C)C)C(=O)O.BrC=1C(=NC(=CC1)Br)[C@H](CC1=CC(=CC(=C1)F)F)N (S)-1-(3,6-dibromopyridin-2-yl)-2-(3,5-difluorophenyl)ethan-1-amine acetyl-D-leucinate